bis(prop-2-enyl) cyclohex-4-ene-1,2-dicarboxylate C1(C(CC=CC1)C(=O)OCC=C)C(=O)OCC=C